ClC1=CC(=C(C(=N1)NC(N(CC1=NNC(=C1)C(F)(F)F)C=1C=NC(=NC1)OC)=O)F)C 3-(6-Chloro-3-fluoro-4-methylpyridin-2-yl)-1-(2-methoxypyrimidin-5-yl)-1-((5-(trifluoromethyl)-1H-pyrazol-3-yl)methyl)urea